CN1N=C(C=C1S(=O)(=O)N1CC2(CN(C2)C2(CCOCC2)C#N)C1)C(F)(F)F 4-(6-((1-methyl-3-(trifluoromethyl)-1H-pyrazol-5-yl)sulfonyl)-2,6-diazaspiro[3.3]heptan-2-yl)tetrahydro-2H-pyran-4-carbonitrile